[(3aS,4R,6aR)-4-[(6-Bromo-3-pyridazinyl)amino]hexahydrocyclopenta[c]pyrrol-2(1H)-yl](6,7-dihydro-4H-thieno[3,2-c]pyran-2-yl)methanone BrC1=CC=C(N=N1)N[C@@H]1CC[C@H]2CN(C[C@H]21)C(=O)C2=CC=1COCCC1S2